1-(4-carbamoyl-2,6-difluorophenyl)piperidine-4-carboxylic acid ethyl ester C(C)OC(=O)C1CCN(CC1)C1=C(C=C(C=C1F)C(N)=O)F